C1(=CC=CC=C1)C1=C(C(=O)OC2=NOC(C2)(C(F)(F)F)C2=CC(=CC(=C2)Cl)Cl)C=CC(=C1)C (5-(3,5-dichlorophenyl)-5-(trifluoromethyl)-4,5-dihydroisoxazol-3-yl) phenyl-4-methylbenzoate